3-phenylpropoxy-propane-1,2-diol C1(=CC=CC=C1)CCCOC(C(C)O)O